ClC1=CC(=C(C=C1)[C@@]1(OC2=C(O1)C=CC=C2C2CCN(CC2)CC2=NC1=C(C=NC(=C1)C(=O)OCC)N2C[C@H]2OCC2)C)F ethyl 2-((4-((S)-2-(4-chloro-2-fluorophenyl)-2-methylbenzo[d][1,3]dioxol-4-yl) piperidin-1-yl) methyl)-3-(((S)-oxetan-2-yl) methyl)-3H-imidazo[4,5-c]pyridine-6-carboxylate